(R)-6-Chloro-3-((1-(2-(5-cyanopyridin-3-yl)-3,6-dimethyl-4-oxo-3,4-dihydroquinazolin-8-yl)ethyl)amino)picolinic acid ClC1=CC=C(C(=N1)C(=O)O)N[C@H](C)C=1C=C(C=C2C(N(C(=NC12)C=1C=NC=C(C1)C#N)C)=O)C